ClC=1C2=C(C(N(C1)CC)=O)C(=CN2C)NC2=CC(=NC=C2C(=O)NC([2H])([2H])[2H])NC2=NC(=CC=C2)F 4-((7-Chloro-5-ethyl-1-methyl-4-oxo-4,5-dihydro-1H-pyrrolo[3,2-c]pyridin-3-yl)amino)-6-((6-fluoropyridin-2-yl)amino)-N-(methyl-d3)nicotinamide